O=C1N(C(C=2N=C(N=CC21)N2CCNCC2)=O)C2C(NC(CC2)=O)=O 3-[5,7-dioxo-2-(piperazin-1-yl)-5H,6H,7H-pyrrolo[3,4-d]pyrimidin-6-yl]piperidine-2,6-dione